ethyl 3-(3-((3-(3-((6-fluoro-4-(methylthio)-1-tosyl-1H-indol-5-yl)oxy)phenyl)-1-methyl-1H-1,2,4-triazol-5-yl)methyl)phenyl)propanoate FC1=C(C(=C2C=CN(C2=C1)S(=O)(=O)C1=CC=C(C)C=C1)SC)OC=1C=C(C=CC1)C1=NN(C(=N1)CC=1C=C(C=CC1)CCC(=O)OCC)C